FC1=CC(=C(C=C1)NC=1C2=C(N=CN1)C=CC(=N2)N2CC(NCC2)=O)OC(C)C 4-(4-((4-fluoro-2-isopropoxyphenyl)amino)pyrido[3,2-d]pyrimidin-6-yl)piperazin-2-one